CC1=C(C=CC=C1C1=CC=2N(C=C1)C(=CN2)C2=CC=C(CNC1(CCC1)C(=O)O)C=C2)C2=CC=CC=C2 1-((4-(7-(2-methyl-[1,1'-biphenyl]-3-yl)imidazo[1,2-a]pyridin-3-yl)benzyl)amino)cyclobutane-1-carboxylic acid